tert-butyl N-[(3R)-1-[(1S,2S)-1-[4-([4-[4-(aminomethyl)-1H-1,2,3-triazol-1-yl]butyl]sulfamoyl)phenoxy]-4,6-dichloro-2,3-dihydro-1H-inden-2-yl]piperidin-3-yl]carbamate NCC=1N=NN(C1)CCCCNS(=O)(=O)C1=CC=C(O[C@@H]2[C@H](CC3=C(C=C(C=C23)Cl)Cl)N2C[C@@H](CCC2)NC(OC(C)(C)C)=O)C=C1